C1(CCCCC1)C1=CC=C(C=C1)C=1NC=2N(C(C1)=O)N=C(C2C(=O)N2CC(C2)CF)C2=NC=CN=C2 5-(4-Cyclohexylphenyl)-3-(3-(fluoromethyl)azetidine-1-carbonyl)-2-(pyrazin-2-yl)pyrazolo[1,5-a]pyrimidin-7(4H)-one